ClC=1NC(C=CN1)(C(F)(F)F)Cl 2,6-dichloro-6-trifluoromethyl-pyrimidine